5-[2-tert-butyl-5-(4-fluorophenyl)-1H-imidazol-4-yl]-3-isobutyl-3H-imidazo[4,5-b]pyridin-2-ylamine C(C)(C)(C)C=1NC(=C(N1)C1=CC=C2C(=N1)N(C(=N2)N)CC(C)C)C2=CC=C(C=C2)F